3-(1-oxo-5-(((1S,2S)-2-((R)-3-phenylpyrrolidin-1-yl)cyclohexyl)oxy)isoindolin-2-yl)piperidine-2,6-dione O=C1N(CC2=CC(=CC=C12)O[C@@H]1[C@H](CCCC1)N1C[C@H](CC1)C1=CC=CC=C1)C1C(NC(CC1)=O)=O